[Si](C)(C)(C(C)(C)C)OCCNC(C=C)=O N-(2-((tert-butyldimethylsilyl)oxy)ethyl)acrylamid